tetracosyl-amine C(CCCCCCCCCCCCCCCCCCCCCCC)N